O[C@@H]1[C@H](CCCC1)NC=1C=C(C=2N(N1)C(=CN2)C#N)NC2=NC(=C(C=C2)C(=O)N2CCCC2)N2CCCC2 6-{[(1S,2S)-2-Hydroxycyclohexyl]amino}-8-{[6-(pyrrolidin-1-yl)-5-(pyrrolidin-1-carbonyl)pyridin-2-yl]amino}imidazo[1,2-b]pyridazin-3-carbonitril